ClC1=CC=C(C=C1)N1C(=NN=C1CN1N=NN=C1)[C@@H]1CC[C@H](CC1)OC1=NC=CC=C1 trans-2-[4-[4-(4-Chlorophenyl)-5-(tetrazol-1-ylmethyl)-1,2,4-triazol-3-yl]cyclohexyl]oxypyridin